2-((1-(4-nitrophenyl)piperidin-4-yl)methyl)-2,7-diazaspiro[3.5]nonane [N+](=O)([O-])C1=CC=C(C=C1)N1CCC(CC1)CN1CC2(C1)CCNCC2